C(=O)(O)C=1C=C(OC2=CC=C(C=C2)C(C)(C)C2=CC=C(C=C2)OC2=CC(=C(C=C2)C(=O)O)C(=O)O)C=CC1C(=O)O 2,2-bis{4'-(3,4-dicarboxyphenoxy)phenyl}propane